FC1=CC=C(C=C1)N1C(=C(C2=C1C=C1C=NNC1=C2)CCC(=O)OC)C(C)C methyl 3-[5-(4-fluorophenyl)-6-isopropyl-1H-pyrrolo[2,3-f]indazol-7-yl]propanoate